C(C)(C)N1N=CC=2C=NC(=CC21)NC2=NC=C(C(=N2)NC2(CC2)CO)C=2OC=NN2 (1-((2-((1-isopropyl-1H-pyrazolo[4,3-c]pyridin-6-yl)amino)-5-(1,3,4-oxadiazol-2-yl)pyrimidin-4-yl)amino)cyclopropyl)methanol